ethyl cis-(β-cyano)acrylate CCOC(=O)/C=C\C#N